OC(C)C1NC(C2N(C1=O)CCC2)=O 3-(1-hydroxyethyl)-2,3,6,7,8,8a-hexahydropyrrolo[1,2-a]pyrazine-1,4-dione